(1,3-dioctylimidazolidin-2-ylidene)(tricyclohexylphosphine) C(CCCCCCC)N1C(N(CC1)CCCCCCCC)=C1C(CCCC1)P(C1CCCCC1)C1CCCCC1